(R)-3-tert-butyl-1-(3,3-diphenylallyl)-1-(1-(4-methoxyphenyl)ethyl)urea C(C)(C)(C)NC(N([C@H](C)C1=CC=C(C=C1)OC)CC=C(C1=CC=CC=C1)C1=CC=CC=C1)=O